C(C1=CC=CC=C1)OC(N(C(CCO)CCCCCCCCC)CCCN(C)C)=O.FC(C(=O)OCCC(CCCCCCCCC)N(CCCN(C)C)C(=O)OCC1=CC=CC=C1)(CCCCCCCC)CCCCCC 3-{[(benzyloxy)carbonyl][3-(dimethylamino)propyl]amino}dodecyl 2-fluoro-2-hexyldecanoate Benzyl-N-[3-(dimethylamino)propyl]-N-(1-hydroxydodecan-3-yl)carbamate